dicyclopentadien iron palladium dichloride [Pd](Cl)Cl.[Fe].C1=CC=CC1.C1=CC=CC1